3-[3,8-dimethyl-5H,8H-imidazo[1,5-a]pyrazin-1-yl]-2-(propan-2-yl)pyridine CC1=NC(=C2N1CC=NC2C)C=2C(=NC=CC2)C(C)C